dipicryl sulfone C=1(C([N+](=O)[O-])=CC([N+](=O)[O-])=CC1[N+](=O)[O-])S(=O)(=O)C1=C([N+](=O)[O-])C=C([N+](=O)[O-])C=C1[N+](=O)[O-]